tert-Butyl (S)-6-(3-chloro-4-(2-chloro-3-(6-methoxy-5-((((5-oxopyrrolidin-2-yl)methyl)amino)methyl)pyridin-2-yl)phenyl)pyridin-2-yl)-8-methoxy-3,4-dihydroisoquinoline-2(1H)-carboxylate ClC=1C(=NC=CC1C1=C(C(=CC=C1)C1=NC(=C(C=C1)CNC[C@H]1NC(CC1)=O)OC)Cl)C=1C=C2CCN(CC2=C(C1)OC)C(=O)OC(C)(C)C